(S)-4-((1-(2-(3-fluorophenyl)-3,7-dimethyl-4-oxo-4H-pyrido[1,2-a]pyrimidin-9-yl)ethyl)amino)-2-(2,4,6-trimethoxybenzyl)benzo[d]isoxazol-3(2H)-one FC=1C=C(C=CC1)C=1N=C2N(C(C1C)=O)C=C(C=C2[C@H](C)NC2=CC=CC1=C2C(N(O1)CC1=C(C=C(C=C1OC)OC)OC)=O)C